CN1N=C2C(=CC1=O)CC1CCC2N1C(=O)OC(C)(C)C tert-butyl (±)-2-methyl-3-oxo-3,5,6,7,8,9-hexahydro-2H-6,9-epiminocyclohepta[c]pyridazine-10-carboxylate